(E)-4-(piperidin-1-yl)but-2-enamide N1(CCCCC1)C/C=C/C(=O)N